COC1=NC=CC(=N1)C1=CC=2C=NC(=CC2N1)NC(CC1COC1)=O N-(2-(2-methoxypyrimidin-4-yl)-1H-pyrrolo[3,2-c]pyridin-6-yl)-2-(oxetan-3-yl)acetamide